C(C)(=O)N[C@H]1[C@H](CCCC1)NC(=O)C=1SC=2N=CC=C3N(C(NC1C23)=O)C2=C(C=C(C=C2)OC2=CC=CC=C2)C N-((1S,2R)-2-Acetamidocyclohexyl)-5-(2-methyl-4-phenoxyphenyl)-4-oxo-4,5-dihydro-3H-1-thia-3,5,8-triazaacenaphthylene-2-carboxamide